C(CCCCCCCCCCCCCCC)(=O)N[C@@H](CCCCN)C(=O)O Palmitoyl-Lysin